[V].[Fe].[Nb].[Sn].[Zr].[Sn] tin zirconium tin niobium iron vanadium